CC1=NN(C=C1C)COCC[Si](C)(C)C 3,4-dimethyl-1-((2-(trimethylsilyl)ethoxy)methyl)-1H-pyrazole